bis(2,6-dimethoxyphenyl)phosphine COC1=C(C(=CC=C1)OC)PC1=C(C=CC=C1OC)OC